2-(5-bromo-2-(methyl-d3)phenoxy)-9-(4-(2-(methyl-d3)propan-2-yl-1,1,1,3,3,3-d6)pyridin-2-yl)-9H-carbazole BrC=1C=CC(=C(OC2=CC=3N(C4=CC=CC=C4C3C=C2)C2=NC=CC(=C2)C(C([2H])([2H])[2H])(C([2H])([2H])[2H])C([2H])([2H])[2H])C1)C([2H])([2H])[2H]